2-methyl-4-propargyl-3,5,6-trifluorobenzyl (1R)-trans-3-(1-propenyl)-2,2-dimethylcyclopropanecarboxylate C(=CC)[C@H]1C([C@@H]1C(=O)OCC1=C(C(=C(C(=C1F)F)CC#C)F)C)(C)C